4-((5-chloropyridin-2-yl)oxy)-N-hydroxybenzimidamide ClC=1C=CC(=NC1)OC1=CC=C(C(NO)=N)C=C1